[(3,4-Dimethoxyphenyl)methyl]-2,3,4,9-tetrahydro-6-methyl-1H-pyrido[3,4-b]indole hydrochloride Cl.COC=1C=C(C=CC1OC)CC1NCCC2=C1NC1=CC=C(C=C21)C